diethyl (3-(benzyloxy)phenethyl)phosphonate C(C1=CC=CC=C1)OC=1C=C(CCP(OCC)(OCC)=O)C=CC1